C(C=1C(C(=O)N)=CC=CC1)(=O)O phthalamic acid